1,1-bis(4-methoxyphenyl)-1-phenyl-2,5,8,11,14-pentaoxahexadecan-16-yl (2-cyanoethyl) diisopropylphosphoramidite C(C)(C)N(P(OCCOCCOCCOCCOCCOC(C1=CC=CC=C1)(C1=CC=C(C=C1)OC)C1=CC=C(C=C1)OC)OCCC#N)C(C)C